2-(3-(3-Chloro-4-((3,5-difluoropyridin-2-yl)methoxy)-3'-fluoro-5',6-dimethyl-2-oxo-2H-[1,4'-bipyridin]-2'-yl)phenyl)-N,2-dimethylpropionamide ClC=1C(N(C(=CC1OCC1=NC=C(C=C1F)F)C)C1=C(C(=NC=C1C)C=1C=C(C=CC1)C(C(=O)NC)(C)C)F)=O